FC=1C(=C(OC2=NC=C(C(=C2C=2NC3=CC=CC(=C3C(C2)=O)C2=NC=CC=C2)C)C(F)(F)F)C=CC1F)C 2-[2-(3,4-difluoro-2-methyl-phenoxy)-4-methyl-5-(trifluoromethyl)-3-pyridinyl]-5-(2-pyridinyl)-1H-quinolin-4-one